S1C=CC=2CNCCC21 4,5,6,7-tetrahydro-thieno[3,2-C]pyridine